NC1=CC=CC2=CC(=CC=C12)S(=O)(=O)O 1-Amino-naphthalene-6-sulphonic Acid